O=C1N(CCC(N1)=O)C1=CC(=C(CNC(=O)C2=CC3=C(O2)C(C2=CC=CC=C2C3=O)=O)C=C1)F N-(4-(2,4-dioxotetrahydropyrimidin-1(2H)-yl)-2-fluorobenzyl)-4,9-dioxo-4,9-dihydronaphtho[2,3-b]furan-2-carboxamide